6-Bromo-3-(trifluoromethyl)-1H-indazole BrC1=CC=C2C(=NNC2=C1)C(F)(F)F